2,2-difluoroethyl 6-[4-(3-pyrazin-2-yl-2-pyridyl) piperazin-1-yl]-2-azaspiro[3.4]octane-2-carboxylate N1=C(C=NC=C1)C=1C(=NC=CC1)N1CCN(CC1)C1CC2(CN(C2)C(=O)OCC(F)F)CC1